(R)-2-methyl-N-(1-(naphthalen-1-yl)ethyl)-5-(pyrimidin-2-ylamino)benzamide CC1=C(C(=O)N[C@H](C)C2=CC=CC3=CC=CC=C23)C=C(C=C1)NC1=NC=CC=N1